C(C)(=O)[O-].[Yb+3].C(C)(=O)[O-].C(C)(=O)[O-] Ytterbium acetat